C(C)N(C(=S)SC)CC methyl N,N-diethylcarbamodithioate